1-(pyridin-2-yl)-1-(m-tolyl)ethanol N1=C(C=CC=C1)C(C)(O)C=1C=C(C=CC1)C